ClC1=CC=C(C=C1)CCC(=O)N1C2=C(OCC1)C(=CN=C2)C2=CC=C(C#N)C=C2 4-(4-(3-(4-Chlorophenyl)propionyl)-3,4-dihydro-2H-pyrido[4,3-b][1,4]oxazin-8-yl)benzonitrile